C(C)(C)(C)NP(=O)(N(CC)CC)NC(C)(C)C di-tert-butyl-diethylphosphoramide